N-(3-(5-cyano-3-morpholinoquinoxalin-6-ylamino)-4-fluorophenyl)methanesulfonamide methyl-6-((5-chloro-3-(2,2-difluoroethoxy)pyridin-2-yl)methoxy)imidazo[1,2-b]pyridazine-2-carboxylate COC(=O)C=1N=C2N(N=C(C=C2)OCC2=NC=C(C=C2OCC(F)F)Cl)C1.C(#N)C1=C2N=C(C=NC2=CC=C1NC=1C=C(C=CC1F)NS(=O)(=O)C)N1CCOCC1